3-[1-Methyl-6-[4-(methylamino)-1-piperidyl]pyrazolo[4,3-c]pyridin-3-yl]piperidine-2,6-dione hydrochloride Cl.CN1N=C(C=2C=NC(=CC21)N2CCC(CC2)NC)C2C(NC(CC2)=O)=O